OC1CC(NC1)C(=O)N[C@@H](C)C1=CC=C(C=C1)C1=C(N=CS1)C 4-hydroxy-N-((S)-1-(4-(4-methylthiazol-5-yl)phenyl)ethyl)tetrahydropyrrole-2-carboxamide